Cl.N1C(C=CC=C1)=O pyridin-2(1H)-one, hydrochloride